CCCCCCCCCCCCCCCCCCCCCC(=O)OC[C@H](COP(=O)(O)OCCN)OC(=O)CCCCCCCCCCCCCC The molecule is a 1,2-diacyl-sn-glycero-3-phosphoethanolamine in which the 1- and 2-acyl groups are specified as docosanoyl and pentadecanoyl respectively. It has a role as a mouse metabolite and a rat metabolite. It is a 1,2-diacyl-sn-glycero-3-phosphoethanolamine and a phosphatidylethanolamine 37:0. It derives from a docosanoic acid and a pentadecanoic acid.